(1R,3S)-3-(1-(tert-butyl)-5-((5-cyano-6-(methylamino)pyrazin-2-yl)amino)-1H-pyrazol-3-yl)cyclopentyl(1-methylcyclopropyl)carbamate C(C)(C)(C)N1N=C(C=C1NC1=NC(=C(N=C1)C#N)NC)[C@@H]1C[C@@H](CC1)N(C([O-])=O)C1(CC1)C